ClCC=1OC(=NN1)C1=CC=CC=C1 2-chloromethyl-5-phenyl-1,3,4-oxadiazole